[Cl-].C(CCCCCCCCCCC)N1C(N(CC1)CC1=CC=CC=C1)C dodecyl-2-methyl-3-benzyl-imidazoline chloride